COCCC(C(=O)OC(C)(C)C)N1C(C=C(C(=C1)OC)B1OC(C(O1)(C)C)(C)C)=O tert-Butyl 4-methoxy-2-[5-methoxy-2-oxo-4-(4,4,5,5-tetramethyl-1,3,2-dioxaborolan-2-yl)pyridin-1(2H)-yl]butanoate